[Fe].FC(C(=O)O)(C(C(C(C(C(C(F)(F)F)(F)F)(F)F)(F)F)(F)F)(F)F)F perfluorooctanoic acid iron